C(CC)(=O)OOCC=C allyloxy propionate